C(C)(C)C1=CC=C(C2CC[C-](C2=C1C1=CC=CC=C1)C)C.[Li+] lithium 7-isopropyl-1,4-dimethyl-8-phenyl-dihydroazulenide